C1(=CC=CC=C1)C(C)(C)C1=CC=2CC3=CC(=CC=C3C2C=C1)C(C)(C)C1=CC=CC=C1 2,7-bis-(2-phenylpropan-2-yl)-fluorene